C(CCCC=C)(=O)O[C@H]1[C@](O[C@@H]([C@H]1OC(CCCC=C)=O)COC(CC1=CC=CC=C1)=O)(C#N)C1=CC=C2C(=NC=NN21)N (2R,3R,4R,5R)-2-(4-aminopyrrolo[2,1-f][1,2,4]triazin-7-yl)-2-cyano-5-((2-phenylacetoxy)methyl)tetrahydrofuran-3,4-diyl bis(hex-5-enoate)